methyl 6-((2-fluorobenzyl)oxy)-2-methylindolizine-3-carboxylate FC1=C(COC2=CN3C(=C(C=C3C=C2)C)C(=O)OC)C=CC=C1